CCCCCCCCCCCCCC/C=C\OC[C@H](COP(=O)(O)OC[C@@H](C(=O)O)N)OC(=O)CCCC/C=C\C/C=C\C/C=C\C/C=C\CC 1-(1Z-hexadecenyl)-2-(6Z,9Z,12Z,15Z-octadecatetraenoyl)-glycero-3-phosphoserine